N-(4,5-dimethoxy-2-((2-(4-methylpiperazin-1-yl)ethyl)carbamoyl)phenyl)nicotinamide COC1=CC(=C(C=C1OC)NC(C1=CN=CC=C1)=O)C(NCCN1CCN(CC1)C)=O